C(=O)(O)[C@H](O)[C@@H](O)C(=O)O.C(=O)(O)[C@H](O)[C@@H](O)C(=O)O.ClC=1C(=NC(=NC1)NC1=CC=C(C=C1)CN1CCN(CC1)C)NC1=C(C=CC=C1)S(=O)(=O)N(C)C {[5-chloro-2-({4-[{4-methylpiperazin-1-yl}methyl]phenyl}amino)pyrimidin-4-yl]amino}-N,N-dimethylbenzene-1-sulfonamide di-(L)-tartrate salt